(2-amino-3-(3-(4-(((6-fluoropyridin-2-yl)amino)methyl)benzyl)isoxazol-5-yl)pyridin-1-ium-1-yl)methyl hydrogen phosphate P(=O)(OC[N+]1=C(C(=CC=C1)C1=CC(=NO1)CC1=CC=C(C=C1)CNC1=NC(=CC=C1)F)N)(O)[O-]